The molecule is a hexadec-9-enoic acid in which the double bond at position C-9 has cis configuration. It has a role as an EC 3.1.1.1 (carboxylesterase) inhibitor, a Daphnia galeata metabolite, a human blood serum metabolite, an algal metabolite and an Escherichia coli metabolite. It is a conjugate acid of a palmitoleate. CCCCCC/C=C\\CCCCCCCC(=O)O